(6-(4-((4-(1H-pyrazol-4-yl)phenyl)amino)pyrimidin-2-yl)-1H-indol-2-yl)(2,6-diazaspiro[3.3]heptan-2-yl)methanone N1N=CC(=C1)C1=CC=C(C=C1)NC1=NC(=NC=C1)C1=CC=C2C=C(NC2=C1)C(=O)N1CC2(C1)CNC2